Butyric acid (Z)-hex-3-en-1-yl ester C(C\C=C/CC)OC(CCC)=O